C1(CC1)S(=O)(=O)NC1=NC=CC(=N1)C(C(=O)NC1=C(C=C(C=C1)C1=NC(=CN=C1)OCC)F)C(C)C 2-(2-(cyclopropanesulfonamido)pyrimidin-4-yl)-N-(4-(6-ethoxypyrazin-2-yl)-2-fluorophenyl)-3-methylbutanamide